2,7-bis(phenethyl-mercapto)thianthrene C(CC1=CC=CC=C1)SC1=CC=2SC3=CC=C(C=C3SC2C=C1)SCCC1=CC=CC=C1